FC(OC1=CC=C(C=C1)NC(C1=C(C=CC(=C1)[N+](=O)[O-])SC1=NN=NN1C)=O)F N-(4-difluoromethoxy-phenyl)-2-(1-methyl-1H-tetrazol-5-ylsulfanyl)-5-nitro-benzamide